4-(3-(4-fluoro-2,6-dimethylphenoxy)-1-methyl-2-oxo-1,2-dihydropyridin-4-yl)-6-methyl-N-(1-methylazetidin-3-yl)-7-oxo-6,7-dihydro-1H-pyrrolo[2,3-c]pyridine-2-carboxamide FC1=CC(=C(OC=2C(N(C=CC2C=2C3=C(C(N(C2)C)=O)NC(=C3)C(=O)NC3CN(C3)C)C)=O)C(=C1)C)C